CC1=C(CN([C@@H](C(C)C)C(=O)O)C(C[C@H]2N(C(CC2)=O)CC2=C(C(=CC=C2)F)F)=O)C=CC(=C1)C.CC1OC(CN(C1)C(=O)C=1C=C(C=CC1)C1=CC=C(C=C1)C)C (2,6-dimethylmorpholino)(4'-methyl-[1,1-biphenyl]-3-yl)methanone 2,4-Dimethylbenzyl-(2-((S)-1-(2,3-difluorobenzyl)-5-oxopyrrolidin-2-yl)acetyl)-L-valinate